COC(C1=C(C(=CC=C1Br)[N+](=O)[O-])\C=C\N(C)C)=O (E)-6-bromo-2-(2-(dimethylamino)vinyl)-3-nitrobenzoic acid methyl ester